BrC1=CC(=C2C(=NC=NC2=C1)NC=1C(=C2C=CC=NC2=CC1)F)O[C@@H](CN(C)C)CC (R)-7-bromo-5-((1-(dimethylamino)butan-2-yl)oxy)-N-(5-fluoroquinolin-6-yl)quinazolin-4-amine